CCCCCCCCCCCCCCCCOC[C@H](COC(=O)CCCCCCCCC)OC(=O)C The molecule is a 1-alkyl-2-acetyl-3-acyl-sn-glycerol in which the alkyl and acyl groups are specified as palmityl and capryl. It is a 1-alkyl-2-acetyl-3-acyl-sn-glycerol and a decanoate ester. It derives from a 1-O-palmityl-2-acetyl-sn-glycerol.